8,8-dimethyl-2-(5-methylpyrazine-2-carbonyl)-7-oxo-2-azaspiro[3.5]non-5-ene-6-carbonitrile CC1(C(C(=CC2(CN(C2)C(=O)C2=NC=C(N=C2)C)C1)C#N)=O)C